1-benzyl-3-ethyl-3-phenethylazetidine C(C1=CC=CC=C1)N1CC(C1)(CCC1=CC=CC=C1)CC